calcium bis[3,5-di(tert-butyl)-4-hydroxybenzyl(ethoxy)phosphinate] C(C)(C)(C)C=1C=C(CP([O-])(=O)OCC)C=C(C1O)C(C)(C)C.C(C)(C)(C)C=1C=C(CP([O-])(=O)OCC)C=C(C1O)C(C)(C)C.[Ca+2]